((2-(dimethylphosphoryl)phenyl)amino)-3-((2-ethyl-6-methoxy-1,2,3,4-tetrahydroisoquinolin-7-yl)amino)-1,2,4-triazine-6-carboxamide CP(=O)(C)C1=C(C=CC=C1)NC=1N=C(N=NC1C(=O)N)NC1=C(C=C2CCN(CC2=C1)CC)OC